ClC1=CN(C2=CC(=C(C=C12)CC(=O)NC1=NC=NC(=C1)NCC=1N=C2N(C=C(C=C2)C2CC2)C1)F)C(=O)OC(C)(C)C tert-butyl 3-chloro-5-(2-((6-(((6-cyclopropylimidazo[1,2-a]pyridin-2-yl)methyl)amino)pyrimidin-4-yl)amino)-2-oxoethyl)-6-fluoro-1H-indole-1-carboxylate